Cl.CC1=C(C=CC(=C1)S(N[C@H](C)C1CCNCC1)(=O)=O)NC(CC1=CC=CC=C1)=O (R)-N-(2-methyl-4-(N-(1-(piperidin-4-yl)ethyl)sulfamoyl)phenyl)-2-phenylacetamide hydrochloride